3-(5-(Aminomethyl)-1-oxoisoindolin-2-yl)piperidine-2,6-dione NCC=1C=C2CN(C(C2=CC1)=O)C1C(NC(CC1)=O)=O